(R)-5-(6-chloro-5-(1-(3,5-dichloropyridin-4-yl)ethoxy)-1H-indazol-3-yl)-2-(6-(methylsulfonyl)-2,6-diazaspiro[3.3]heptan-2-yl)nicotinonitrile ClC1=C(C=C2C(=NNC2=C1)C=1C=NC(=C(C#N)C1)N1CC2(C1)CN(C2)S(=O)(=O)C)O[C@H](C)C2=C(C=NC=C2Cl)Cl